CC=1C=CC=2C3=C(C4=C(OCC=C4)C2C1)C(C1=CC(=CC=C13)C)(C1=CC=CC=C1)OCCO 6,11-dimethyl-13-hydroxyethoxy-13-phenyl-3H,13H-indeno[2',3':3,4]naphtho[1,2-b]pyran